1-[2-fluoro-4-(trifluoromethyl)phenyl]-4-[6-(2-methoxyphenyl)pyridin-3-yl]-N-[2-(methylamino)ethyl]piperidine-4-carboxamide FC1=C(C=CC(=C1)C(F)(F)F)N1CCC(CC1)(C(=O)NCCNC)C=1C=NC(=CC1)C1=C(C=CC=C1)OC